C(CC)(=O)O.C(C=C)C1CCCCC1 ALLYL-CYCLOHEXANE PROPIONATE